C(C)(=O)C1=CC(=C(C=C1)NC(=O)N1CCC(CC1)NC1=NC(=NC=C1Cl)NC=1C=C2C=NC(C2=CC1)=O)F N-(4-acetyl-2-fluorophenyl)-4-({5-chloro-2-[(1-oxoisoindol-5-yl)amino]pyrimidin-4-yl}amino)piperidine-1-carboxamide